3-[3-chloro-4-[(3,5-dimethylpyrazol-1-yl)methyl]phenyl]-5-(trifluoromethyl)-1,2,4-oxadiazole ClC=1C=C(C=CC1CN1N=C(C=C1C)C)C1=NOC(=N1)C(F)(F)F